pentaglycerin oleate C(CCCCCCC\C=C/CCCCCCCC)(=O)O.OCC(O)CO.OCC(O)CO.OCC(O)CO.OCC(O)CO.OCC(O)CO